(R)-6-chloro-3-((1-(2-cyano-7-methyl-3-phenylquinoxalin-5-yl)ethyl)amino)picolinic acid ClC1=CC=C(C(=N1)C(=O)O)N[C@H](C)C1=C2N=C(C(=NC2=CC(=C1)C)C#N)C1=CC=CC=C1